(s)-2-(4-(methylsulfonyl)piperazin-1-yl)propan-1-ol CS(=O)(=O)N1CCN(CC1)[C@H](CO)C